[Pd].C(C)OC1=NC(=NC=C1C(=O)NC1=CC=2N(C=C1)N=C(C2)C)N2C[C@@H](CC2)NC 4-ethoxy-2-[(3R)-3-(methylamino)pyrrolidin-1-yl]-N-2-methylpyrazolo[1,5-a]-pyridin-5-ylpyrimidine-5-carboxamide palladium(0)